NCC(CO)(F)F 3-Amino-2,2-Difluoropropan-1-Ol